tert-butyl 3-[(5-methoxycarbonyl-2-furyl)sulfanylmethyl]azetidine-1-carboxylate COC(=O)C1=CC=C(O1)SCC1CN(C1)C(=O)OC(C)(C)C